ClC1=NC=C(C(=N1)NCCCN1C(CC=CC=C1)=O)Cl 1-(3-((2,5-dichloropyrimidin-4-yl)amino)propyl)azepin-2-one